N[C@H](C)C=1C=C(C=C2C(N(C(=NC12)C1(CCCC1)C)C)=O)C (R)-8-(1-aminoethyl)-3,6-dimethyl-2-(1-methylcyclopentyl)quinazolin-4(3H)-one